FC(C=1C=CC(=NC1)N1CCC(=CC1)C(=O)O)(F)F 5'-(trifluoromethyl)-3,6-dihydro-2H-[1,2'-bipyridine]-4-carboxylic acid